(±)-1-benzyl-3-(4-bromophenyl)piperidin-3-ol C(C1=CC=CC=C1)N1C[C@](CCC1)(O)C1=CC=C(C=C1)Br |r|